Nα-acetyl-L-tryptophan C(C)(=O)N[C@@H](CC1=CNC2=CC=CC=C12)C(=O)O